COC1=CC(=NC=C1)C=1N=C(C2=C(N1)CCC2)C(C(=O)N)NC [2-(4-methoxypyridin-2-yl)-5H,6H,7H-cyclopenta[d]pyrimidin-4-yl](methylamino)acetamide